C(C(=C)C)(=O)OCC(C(C(F)(F)F)F)(F)F 2,2,3,4,4,4-hexafluorobutyl methacrylate